hydroxyboric acid OOB(O)O